COC(=O)[C@H]1N(C[C@@H](C1)O)C([C@H](C(C)(C)C)NC(=O)OC(C)(C)C)=O (2S,4R)-1-[(2S)-2-(tert-butoxycarbonylamino)-3,3-dimethylbutyryl]-4-hydroxy-pyrrolidine-2-carboxylic acid methyl ester